ClC1=C(OC2=C(C=CC=C2[N+](=O)[O-])F)C=CC=C1 2-(2-chlorophenoxy)-1-fluoro-3-nitrobenzene